1-(4-fluorophenyl)-pyrazolin-3-one FC1=CC=C(C=C1)N1NC(CC1)=O